C(C=C)OC1=C(C=C(C=C1)C=CC(=O)NCNC1=CC=C(C=C1)F)OC 3-(4-(allyloxy)-3-methoxyphenyl)-N-((4-fluorophenyl)aminomethyl)acrylamide